4-(3-(1H-1,2,4-triazol-1-yl)propyl)-3-fluoro-N-(2,2,2-trifluoro-1-phenylethyl)aniline N1(N=CN=C1)CCCC1=C(C=C(NC(C(F)(F)F)C2=CC=CC=C2)C=C1)F